methyl 5-acetoxy-2-(bromomethyl)-4-nitro-benzoate C(C)(=O)OC=1C(=CC(=C(C(=O)OC)C1)CBr)[N+](=O)[O-]